Sodium (2R,3R,4S,5R)-2,3,4,5-tetrahydroxy-6-(octylamino)-6-oxohexyl sulfate S(=O)(=O)(OC[C@H]([C@H]([C@@H]([C@H](C(=O)NCCCCCCCC)O)O)O)O)[O-].[Na+]